2-methylheptane-2,3-diol CC(C)(C(CCCC)O)O